ClC1=C(C=CC=C1)C1=CC(OC2=CC(=CC=C12)OC(C(=O)N1C[C@H](CCC1)C(=O)O)C)=O (3S)-1-[2-[4-(2-chlorophenyl)-2-oxo-chromen-7-yl]oxypropionyl]piperidine-3-carboxylic acid